2,4-dichloro-6-ethoxypyrimidine ClC1=NC(=CC(=N1)Cl)OCC